7-(2-amino-7-fluorobenzo[d]thiazol-4-yl)-4-(3,8-diazabicyclo[3.2.1]octan-3-yl)-2-((tetrahydro-1H-pyrrolizin-7a(5H)-yl)methoxy)pyrido[3,2-d]pyrimidin-6-ol NC=1SC2=C(N1)C(=CC=C2F)C2=CC=1N=C(N=C(C1N=C2O)N2CC1CCC(C2)N1)OCC12CCCN2CCC1